2-(3-((1-(4-Methoxybenzoyl)-2-methyl-5-(trifluoromethoxy)-1H-indol-3-yl)methyl)phenoxy)propanoic acid COC1=CC=C(C(=O)N2C(=C(C3=CC(=CC=C23)OC(F)(F)F)CC=2C=C(OC(C(=O)O)C)C=CC2)C)C=C1